BrC1=CC(=C2C=CC3=C(C=C(C4=CC=C1C2=C34)C(C)C)Br)C(C)C 1,6-dibromo-3,8-diisopropyl-pyrene